O1C2=C(C=C1)C(=O)OCCCCCCOC2=O hexylene furandicarboxylate